OC(C(=O)C1=CC=CC=C1)(C)C hydroxy-2-methylpropionophenone